N4-propyl-N4-(1-(2,2,2-trifluoroacetyl)piperidin-4-yl)benzene-1,4-disulfonamide C(CC)N(S(=O)(=O)C1=CC=C(C=C1)S(=O)(=O)N)C1CCN(CC1)C(C(F)(F)F)=O